2-bromo-9,10-bis(n-butylcarbonyloxy)anthracene BrC1=CC2=C(C3=CC=CC=C3C(=C2C=C1)OC(=O)CCCC)OC(=O)CCCC